(E)-N-(3-bromophenyl)-3-(3-(hydroxyamino)-3-oxoprop-1-en-1-yl)benzamide BrC=1C=C(C=CC1)NC(C1=CC(=CC=C1)\C=C\C(=O)NO)=O